O.O.O.S(=O)(=O)(O)O.S(=O)(=O)(O)O di(hydrogen sulfate) trihydrate